1-chloro-3-(5-(difluoromethyl)-1,3,4-thiadiazol-2-yl)-N-(1-methylcyclopropyl)-8-(2-oxa-7-azaspiro[3.5]nonan-7-yl)imidazo[1,5-a]pyridine-6-sulfonamide ClC=1N=C(N2C1C(=CC(=C2)S(=O)(=O)NC2(CC2)C)N2CCC1(COC1)CC2)C=2SC(=NN2)C(F)F